5-(tert-Butyl)-3-(4,4-dimethyl-2-oxo-3,4-dihydro-2H-pyran-6-yl)-1-methyl-1H-indazole 2-oxide C(C)(C)(C)C=1C=C2C(=[N+](N(C2=CC1)C)[O-])C1=CC(CC(O1)=O)(C)C